5-amino-1-tert-butyl-N-[3-(7-{[(3S,4R)-3-fluoro-1-methylpiperidin-4-yl]amino}-3-(2,2,2-trifluoroethyl)pyrazolo[1,5-a]pyridin-2-yl)prop-2-yn-1-yl]-3-methyl-1H-pyrazole-4-carboxamide NC1=C(C(=NN1C(C)(C)C)C)C(=O)NCC#CC1=NN2C(C=CC=C2N[C@H]2[C@H](CN(CC2)C)F)=C1CC(F)(F)F